CC1(CC(C1)NC=1N=CC2=C(N1)NC=C2C2=CC=1N(C=C2)N=CC1)NC(CC)=O N-((1r,3r)-1-methyl-3-((5-(pyrazolo[1,5-a]pyridin-5-yl)-7H-pyrrolo[2,3-d]pyrimidin-2-yl)amino)cyclobutyl)propionamide